O.O.P(=O)([O-])(O)O.[NH4+] monoammonium phosphate dihydrate